2-(6-(4-(3H-imidazo[4,5-b]pyridin-7-yl)-1H-pyrazol-1-yl)pyridin-3-yl)acetonitrile N1=CNC2=NC=CC(=C21)C=2C=NN(C2)C2=CC=C(C=N2)CC#N